FC1(CC(C1)N1N=NC2=C1C=C(C=C2)C=2C(=CN1N=C(N=C(C12)OC)NC1CCC2(COC2)CC1)F)F 5-(1-(3,3-difluorocyclobutyl)-1H-benzo[d][1,2,3]triazol-6-yl)-6-fluoro-4-methoxy-N-(2-oxaspiro[3.5]nonan-7-yl)pyrrolo[2,1-f][1,2,4]triazin-2-amine